tert-butyl 4-(7-bromo-8-fluoro-2-(((2R,7aS)-2-fluorotetrahydro-1H-pyrrolizin-7a(5H)-yl)methoxy)-6-(trifluoromethyl)quinazolin-4-yl)piperazine-1-carboxylate BrC1=C(C=C2C(=NC(=NC2=C1F)OC[C@]12CCCN2C[C@@H](C1)F)N1CCN(CC1)C(=O)OC(C)(C)C)C(F)(F)F